6-chloro-3-(1-tetrahydropyran-2-ylpyrazol-3-yl)-[1,2,4]triazolo[4,3-b]pyridazin-8-amine ClC=1C=C(C=2N(N1)C(=NN2)C2=NN(C=C2)C2OCCCC2)N